O1COC=2C1=CNC2C(=O)N dioxolo[4,5-c]pyrrole-4-carboxamide